(4,4-Difluorocyclohexyl)-6-(6-(4-methoxypyridin-3-yl)-4-methyl-1H-pyrazolo[4,3-c]pyridin-1-yl)-4-((2R,3S)-2-methyl-3-((methylsulfonyl)methyl)azetidin-1-yl)pyridin-2-amine FC1(CCC(CC1)C=1C(=NC(=CC1N1[C@@H]([C@H](C1)CS(=O)(=O)C)C)N1N=CC=2C(=NC(=CC21)C=2C=NC=CC2OC)C)N)F